O-methyl-5'-methylUridine-3'-monophosphate P(=O)(O)(O)O[C@H]1[C@H]([C@@H](O[C@@H]1C(O)C)N1C(=O)NC(=O)C=C1)OC